4-[4-(trifluoromethyl)piperidin-1-yl]aniline FC(C1CCN(CC1)C1=CC=C(N)C=C1)(F)F